OCC1C(CN(C1)C=1C=NC=NC1)C1=C(C(=O)NC=2C=NC=C(C2)C(F)(F)F)C=CC(=C1)C (4-(hydroxymethyl)-1-(pyrimidin-5-yl)pyrrolidin-3-yl)-4-methyl-N-(5-(trifluoromethyl)pyridin-3-yl)benzamide